C(CC=C)OC=1C=2N(C=C(N1)C=1OC(=CN1)C(=O)N(C)OC)C=CN2 2-(8-(But-3-en-1-yloxy)imidazo[1,2-a]pyrazin-6-yl)-N-methoxy-N-methyloxazole-5-carboxamide